tert-butyl N-(3-{3-[1-(2,6-dioxopiperidin-3-yl)-3-methyl-2-oxo-1,3-benzodiazol-5-yl] cyclobutoxy} propyl)-N-methylcarbamate O=C1NC(CCC1N1C(N(C2=C1C=CC(=C2)C2CC(C2)OCCCN(C(OC(C)(C)C)=O)C)C)=O)=O